ethyl 4-(4-(3-hydroxypropyl)piperazin-1-yl)butanoate OCCCN1CCN(CC1)CCCC(=O)OCC